4-[1,3-Dioxo-5-(1H-[1,2,3]triazol-4-yl)-1,3-dihydroisoindol-2-yl]-6-methoxybiphenyl-3-carboxylic acid methyl ester COC(=O)C=1C=C(C(=CC1N1C(C2=CC=C(C=C2C1=O)C=1N=NNC1)=O)OC)C1=CC=CC=C1